m-hydroxy-α-methylstyrene OC=1C=C(C(=C)C)C=CC1